1H-1,2,3-Triazole-carboxamide N1N=NC(=C1)C(=O)N